The molecule is a nitrile that is acetonitrile in which one of the hydrogens has been replaced by a 2,2,3-trimethylcyclopent-3-en-1-yl group. A powerful fragrance compound with pine, rosemary and hay-like tonalities. It has a role as a fragrance. It is a nitrile and a volatile organic compound. It derives from a hydride of a cyclopentene. CC1=CCC(C1(C)C)CC#N